BrC(C(C1=CC=CC=C1)P(C1=CC=CC=C1)(C1=CC=CC=C1)=O)=C (2-bromo-1-phenylallyl)diphenylphosphine oxide